COC(=O)C=1C(=CC=CC1)C1=CC(=CC(=C1)N(CC1=NC=CC=C1)C(C(C)(C)C)=O)C 3'-methyl-5'-(N-(pyridin-2-ylmethyl)pivaloylamino)-[1,1'-biphenyl]-2-carboxylic acid methyl ester